(4,6-dimethylpyrimidin-2-yl)-4-((4-(3-hydroxyphenyl)thiazol-2-yl)amino)benzamide CC1=NC(=NC(=C1)C)C1=C(C(=O)N)C=CC(=C1)NC=1SC=C(N1)C1=CC(=CC=C1)O